bicyclo[6.1.0]non-4-yn-9-yl-2,6-dimethylpiperidine C12CCC#CCCC2C1N1C(CCCC1C)C